Cl.C1=2C=CC=CC2C(C1)N Bicyclo[4.2.0]octa-1(6),2,4-trien-7-amine hydrochloride